7,8-dihydroxy-3-phenyl-2H-chromen-2-one OC1=CC=C2C=C(C(OC2=C1O)=O)C1=CC=CC=C1